ClC=1C=C(C=CC1F)C(C=1N(C(=C(N1)I)CCCCS)COCC[Si](C)(C)C)C1=CC(=C(C=C1)F)Cl 4-(2-(bis(3-chloro-4-fluorophenyl)methyl)-4-iodo-1-((2-(trimethylsilyl)ethoxy)methyl)-1H-imidazol-5-yl)butane-1-thiol